C(C)(=O)NC=1C=C2C3=C(N(C2=CC1)CC(=O)O)N=CN=C3N 2-(6-acetamido-4-amino-9H-pyrimido[4,5-b]indol-9-yl)acetic acid